ClC=1C=CC(=NC1)O[C@@H]1C[C@H](OCC1)CN1N=C(C=2CC(CCC12)(F)F)C(=O)N1CCC(CC1)NC(C)=O N-(1-(1-(((2S,4S)-4-((5-chloropyridin-2-yl)oxy)tetrahydro-2H-pyran-2-yl)methyl)-5,5-difluoro-4,5,6,7-tetrahydro-1H-indazole-3-carbonyl)piperidin-4-yl)acetamide